N4-methyl-N2-[4-(4-methylpiperazin-1-yl)phenyl]pyrimidine-2,4-diamine CNC1=NC(=NC=C1)NC1=CC=C(C=C1)N1CCN(CC1)C